1-(6-methoxypyridin-3-yl)-4-(5-(4,4,5,5-tetramethyl-1,3,2-dioxaborolan-2-yl)pyridin-2-yl)piperazine COC1=CC=C(C=N1)N1CCN(CC1)C1=NC=C(C=C1)B1OC(C(O1)(C)C)(C)C